(1H)pyridone N1C(C=CC=C1)=O